8-methoxy-N-methyl-N-(piperidin-4-yl)quinolin-3-amine hydrochloride Cl.COC=1C=CC=C2C=C(C=NC12)N(C1CCNCC1)C